Benzyl 3-(3-fluoro-4-(methoxycarbonyl)phenyl)piperazine-1-carboxylate FC=1C=C(C=CC1C(=O)OC)C1CN(CCN1)C(=O)OCC1=CC=CC=C1